(2Z)-non-2-ene-1-ol C(\C=C/CCCCCC)O